3-(8-cyano-10,10-dimethyl-9-oxo-1-oxa-4-azaspiro[5.5]undec-7-en-4-yl)-2-methyl-3-oxo-N-(2,2,3,3,3-pentafluoropropyl)propanamide C(#N)C1=CC2(CN(CCO2)C(C(C(=O)NCC(C(F)(F)F)(F)F)C)=O)CC(C1=O)(C)C